(R)-N-(3-((4-amino-1-((R)-1-methylpyrrolidin-3-yl)-1H-pyrazolo[3,4-d]pyrimidin-3-yl)ethynyl)-4-methylphenyl)-3-phenylisoxazolidin-2-carboxamide NC1=C2C(=NC=N1)N(N=C2C#CC=2C=C(C=CC2C)NC(=O)N2OCC[C@@H]2C2=CC=CC=C2)[C@H]2CN(CC2)C